COC=1C(=C2C=CN(C2=C(C1)C)C(=O)[O-])CN1[C@@H](CNCC1)C1=CC=C(C=C1)C(=O)OC (R)-5-methoxy-4-((2-(4-(methoxycarbonyl)phenyl)piperazin-1-yl)methyl)-7-methyl-1H-indole-1-carboxylate